(2S,3R,5S)-4-[[3-(4-fluoro-2-methoxy-3-methyl-phenyl)-5-methyl-5-(trifluoromethyl)tetrahydrofuran-2-carbonyl]amino]pyridine-2-carboxamide FC1=C(C(=C(C=C1)[C@@H]1[C@H](O[C@@](C1)(C(F)(F)F)C)C(=O)NC1=CC(=NC=C1)C(=O)N)OC)C